P(=O)(O)(O)O[C@@H](CC(C(=O)O)=O)[C@@H](O)[C@@H](O)[C@H](O)[C@H](OC)COC monophospho-3-deoxy-8,9-di-O-methyl-D-glycero-D-galacto-nonulosonic acid